dicyclohexyl-[2-(2,4,6-triisopropylphenyl)phenyl]phosphane methanesulfonate CS(=O)(=O)O.C1(CCCCC1)P(C1=C(C=CC=C1)C1=C(C=C(C=C1C(C)C)C(C)C)C(C)C)C1CCCCC1